9-(1-bromoethyl)-3-ethyl-4,7-dimethyl-3,4-dihydro-5H-pyrazolo[3,4-c]isoquinolin-5-one BrC(C)C=1C=2C3=C(N(C(C2C=C(C1)C)=O)C)N(N=C3)CC